C(C)OC=1C=C(C=C(C1)OCC)C1=CC(=NN1C1=C(C=CC=C1)C)COC(C(=O)OC)(C)C Methyl 2-([5-(3,5-diethoxyphenyl)-1-(2-methylphenyl)-1H-pyrazol-3-yl]methoxy)-2-methylpropanoate